ClC=1C=C(C=C(C1)C(F)(F)F)CNC1CNC1 N-[[3-chloro-5-(trifluoromethyl)phenyl]methyl]azetidin-3-amine